CC=1C=C(C=C(C1)C)C(C)(C)C 3,5-dimethyl-1-(1,1-dimethylethyl)-benzene